ClC=1C=C2CCN(CC2=C(C1)[C@H]1N(CCC1)C(=O)[O-])C(=O)C1=NC=C(N=C1)C (S)-2-(6-chloro-2-(5-methylpyrazine-2-carbonyl)-1,2,3,4-tetrahydroisoquinoline-8-yl)pyrrolidine-1-carboxylate